1,4-bis[3-(2-pyridyldithio)propionylamino]butane N1=C(C=CC=C1)SSCCC(=O)NCCCCNC(CCSSC1=NC=CC=C1)=O